(R)-3-methyl-5-(7-(2,4-dimethoxybenzyl)-8-methyl-5,6,7,8-tetrahydro-[1,2,4]triazolo[4,3-a]pyrazin-3-yl)-1,2,4-thiadiazole CC1=NSC(=N1)C1=NN=C2N1CCN([C@@H]2C)CC2=C(C=C(C=C2)OC)OC